ClC1=NC(=C2N=CN(C2=N1)[C@H]1[C@@H]([C@@H](C(O1)=COCP(O)(=O)OC)O)O)NC1CCCC1 ({[(2R,3S,4R,5R)-5-[2-chloro-6-(cyclopentylamino)-9H-purin-9-yl]-3,4-dihydroxyoxolanyl-2-yl]methoxy}methyl)(methoxy)phosphinic acid